1-methyl-1'-{2-[4-(1-methyl-1H-pyrazol-4-yl)phenoxy]ethyl}-1,2-dihydrospiro[indole-3,4'-piperidin]-2-one CN1C(C2(CCN(CC2)CCOC2=CC=C(C=C2)C=2C=NN(C2)C)C2=CC=CC=C12)=O